NC(COCCOCCOCCOCCOCCOCCOCCOCCOCCO)O amino-decaethylene glycol